1-(3-(5-amino-3-(3-chloro-4-(pyridin-2-yloxy)phenyl)imidazo[1,5-c]pyrimidin-1-yl)pyrrolidin-1-yl)prop-2-en-1-one NC1=NC=CC=2N1C(=NC2C2CN(CC2)C(C=C)=O)C2=CC(=C(C=C2)OC2=NC=CC=C2)Cl